8-chloro-7-(4-(2-fluorophenyl)piperidin-1-yl)-3-(2,2,2-trifluoroethyl)-[1,2,4]triazolo[4,3-c]pyrimidine ClC=1C=2N(C=NC1N1CCC(CC1)C1=C(C=CC=C1)F)C(=NN2)CC(F)(F)F